FC1(OC=2C=C(C3=C(C(OC=N3)=O)C2O1)C)F 2,2-difluoro-5-methyl-[1,3]dioxolo[4,5-f][3,1]benzoxazin-9-one